C12(CC(C1)C2)N2C(C=CC1=C2N=C(N=C1)NC1CCNCC1)=O 8-(bicyclo[1.1.1]pentan-1-yl)-2-(piperidin-4-ylamino)pyrido[2,3-d]pyrimidin-7(8H)-one